C(C)(C)(C)OC(NC1CCC(CC1)OC1=C(C(=NC=C1)OC)C(C)=O)=O ((1r,4r)-4-((3-acetyl-2-methoxypyridin-4-yl)oxy)cyclohexyl)carbamic acid tert-butyl ester